C(C)(C)(C)OC(=O)N(CC1CCC1)CC1=CC2=NC=C(C=C2N1C(=O)OC(C)(C)C)CO tert-butyl 2-[[tert-butoxycarbonyl(cyclobutylmethyl)amino]methyl]-6-(hydroxymethyl)pyrrolo[3,2-b]pyridine-1-carboxylate